(3-amino-6-(tert-butyl)-1H-pyrazolo[3,4-b]pyridin-1-yl)(2-methoxyphenyl)methanone NC1=NN(C2=NC(=CC=C21)C(C)(C)C)C(=O)C2=C(C=CC=C2)OC